(S)-N-(3-(2-methylpyrrolidin-1-yl)pyridin-4-yl)-4-fluorobenzo[d]isothiazole-1,1-dioxide C[C@@H]1N(CCC1)C=1C=NC=CC1N1S(C2=C(C1)C(=CC=C2)F)(=O)=O